5-(4-((2-((N-ethylsulfamoyl)amino)pyridin-4-yl)methyl)piperazin-1-yl)-3-fluoro-N-methylpicolinamide C(C)NS(=O)(=O)NC1=NC=CC(=C1)CN1CCN(CC1)C=1C=C(C(=NC1)C(=O)NC)F